C1(CC1)C1=CC(=NN1)NC1=CC2=C(C(=NO2)NS(=O)(=O)C2=C(C=C(C=C2OC)C2CNCCC2)OC)C=C1OC N-{6-[(5-cyclopropyl-1H-pyrazol-3-yl)amino]-5-methoxy-1,2-benzoxazol-3-yl}-2,6-dimethoxy-4-(piperidin-3-yl)benzene-1-sulfonamide